4-Iodo-5-(((2-methoxyethyl)(methyl)amino)methyl)pyridin-2(1H)-one IC1=CC(NC=C1CN(C)CCOC)=O